N1(CCCCC1)CCOC(CN(CCCC)C)C 2-[2-(1-piperidinyl)ethoxy]propyl-N-methyl-N-(n-butyl)-amine